N-(6-((4-(aminomethyl)-1H-pyrazol-1-yl)methyl)-4-methoxybenzo[d]isoxazol-3-yl)-2-methoxy-4,5-dimethylbenzenesulfonamide hydrochloride Cl.NCC=1C=NN(C1)CC1=CC2=C(C(=NO2)NS(=O)(=O)C2=C(C=C(C(=C2)C)C)OC)C(=C1)OC